hydroxyl-1,4-butanedialdehyde OC(C=O)CC=O